N-(3-([1,3]dioxolo[4,5-b]pyridin-7-yl)-1H-pyrazol-5-yl)-4-((1-methylpiperidin-4-yl)amino)benzamide O1COC2=NC=CC(=C21)C2=NNC(=C2)NC(C2=CC=C(C=C2)NC2CCN(CC2)C)=O